3-oxoazetidine-1-Carboxylic acid tert-butyl ester C(C)(C)(C)OC(=O)N1CC(C1)=O